OC1(COC1)CN1C[C@@H](CC1)NC(=O)C1CCNC2(CC2)C1 N-((R)-1-((3-hydroxyoxetan-3-yl)methyl)pyrrolidin-3-yl)-4-azaspiro[2.5]octane-7-carboxamide